2-amino-4-(6-(bis(4-methoxybenzyl)amino)-4-methyl-3-(trifluoromethyl)pyridin-2-yl)-5-(3-((tert-butoxycarbonyl)amino)propyl)-3,6-difluorobenzoic acid methyl ester COC(C1=C(C(=C(C(=C1F)CCCNC(=O)OC(C)(C)C)C1=NC(=CC(=C1C(F)(F)F)C)N(CC1=CC=C(C=C1)OC)CC1=CC=C(C=C1)OC)F)N)=O